CN(CC(=O)N(C)C1=CC=C(C=C1)N\C(=C\1/C(NC2=NC(=CC=C21)C(=O)OC)=O)\C2=CC=CC=C2)C (Z)-methyl 3-(((4-(2-(dimethylamino)-N-methylacetamido)phenyl)amino) (phenyl)methylene)-2-oxo-2,3-dihydro-1H-pyrrolo[2,3-b]pyridine-6-carboxylate